2-((1r,4r)-2-oxabicyclo[2.2.1]hept-4-yl)-6-cyclopropoxy-N-(1-((1s,2r)-2-fluorocyclopropyl)-2-oxo-1,2-dihydropyridin-3-yl)-2H-pyrazolo[3,4-b]pyridine-5-carboxamide [C@@H]12OC[C@@](CC1)(C2)N2N=C1N=C(C(=CC1=C2)C(=O)NC=2C(N(C=CC2)[C@@H]2[C@@H](C2)F)=O)OC2CC2